FC([C@@](C(=O)N[C@H]1COC2(C1)CCN(CC2)S(=O)(=O)C2=CC1=CC=CC=C1C=C2)(C2=CC=CC=C2)OC)(F)F (S)-3,3,3-trifluoro-2-methoxy-N-((R)-8-(naphthalen-2-ylsulfonyl)-1-oxa-8-azaspiro[4.5]decan-3-yl)-2-phenylpropanamide